FC(=C[C@@H]1N(C(OC1)(C)C)C(=O)OC(C)(C)C)F Tert-butyl (4S)-4-(2,2-difluoroethenyl)-2,2-dimethyl-1,3-oxazolidine-3-carboxylate